(S)-benzyl-3-(((R)-2-hydroxy-3-(3-(methylsulfonyl)phenoxy)propyl)amino)-1-oxa-8-azaspiro[4.5]decane-8-carboxylate C(C1=CC=CC=C1)OC(=O)N1CCC2(C[C@@H](CO2)NC[C@H](COC2=CC(=CC=C2)S(=O)(=O)C)O)CC1